5-[[4-[2-[5-(1-Hydroxyethyl)pyridin-2-yl]ethoxy]phenyl]methyl]-1,3-thiazolidine-2,4-dione OC(C)C=1C=CC(=NC1)CCOC1=CC=C(C=C1)CC1C(NC(S1)=O)=O